S1SC(C=C1)CCCCCCCCC(=O)O 1,2-dithiol-3-pelargonic acid